OCCN1C[C@H](CCC1)N1N=CC(=C1)C=1C=C(C=2N(C1)N=CC2C#N)S[C@@H](CC)C 6-[1-[(3S)-1-(2-hydroxyethyl)-3-piperidyl]pyrazol-4-yl]-4-[(1R)-1-methylpropyl]sulfanyl-pyrazolo[1,5-a]pyridine-3-carbonitrile